OC(=O)C(F)(F)F.[C@H]12CNC[C@H](CC1)N2C2=NC(=C(C=1CN(CCC21)C2=CC=CC1=CC=CC(=C21)C#C)C#N)OCC21CCCN1CCC2 1-((1R,5S)-3,8-diazabicyclo[3.2.1]octan-8-yl)-6-(8-ethynylnaphthalen-1-yl)-3-((tetrahydro-1H-pyrrolizin-7a(5H)-yl)methoxy)-5,6,7,8-tetrahydro-2,6-naphthyridine-4-carbonitrile TFA salt